titanium tetrakis(neopentyl)titanium(IV) C(C(C)(C)C)[Ti](CC(C)(C)C)(CC(C)(C)C)CC(C)(C)C.[Ti]